C\C(=C/COC(CC)=O)\C=O (E)-3-methyl-4-oxobut-2-en-1-ylpropionate